bissuccinimide adipate C(CCCCC(=O)O)(=O)O.C1(CCC(N1)=O)=O.C1(CCC(N1)=O)=O